OCCN(C=1C=C(C=CC1)C1=NC=NC(=C1)C)CCCN 4-(3-(2-hydroxyethyl-(amino)propylamino)phenyl)-6-methylpyrimidin